NC1=NC=C(C2=C1N=C(N=C2)C=2C=C(C=CC2)C#C[C@]2(C(N(CC2)C([2H])([2H])[2H])=O)O)C (R)-3-[2-[3-(8-amino-5-methyl-pyrido[3,4-d]pyrimidin-2-yl)phenyl]ethynyl]-3-hydroxy-1-(trideuteromethyl)pyrrolidin-2-one